(benzenesulfonyl)benzenesulfonamide C1(=CC=CC=C1)S(=O)(=O)C1=C(C=CC=C1)S(=O)(=O)N